N-[(2S,3R)-2-[(2,3'-difluoro[1,1'-biphenyl]-3-yl)methyl]-4,4-difluoro-1-(oxetane-2-carbonyl)pyrrolidin-3-yl]cyclopropane-sulfonamide FC1=C(C=CC=C1C[C@@H]1N(CC([C@@H]1NS(=O)(=O)C1CC1)(F)F)C(=O)C1OCC1)C1=CC(=CC=C1)F